N[C@@]1(CN(CC1)C1=CC(=NC=C1C(=O)NC12CC(C1)C2)C#N)C (S)-4-(3-amino-3-methylpyrrolidin-1-yl)-N-(bicyclo[1.1.1]pentan-1-yl)-6-cyanonicotinamide